3-(2-ethoxy-2-oxoethyl)-5-hydroxy-1-(4-(trifluoromethyl)benzyl)pyridin-1-ium C(C)OC(CC=1C=[N+](C=C(C1)O)CC1=CC=C(C=C1)C(F)(F)F)=O